methyl (1r,4r)-4-{5-[6-chloro-4-(methylamino)pyridin-3-yl]-1,3,4-thiadiazol-2-yl}cyclohexane-1-carboxylate ClC1=CC(=C(C=N1)C1=NN=C(S1)C1CCC(CC1)C(=O)OC)NC